5-trifluoromethyl-nicotinic acid FC(C=1C=NC=C(C(=O)O)C1)(F)F